CNC1=NC(=NC=C1CO)SC (4-(methylamino)-2-(methylthio)pyrimidin-5-yl)methanol